N-(3-fluoro-4-((3-(((1r,3r)-3-methoxy-cyclobutyl)amino)-1H-pyrazolo[3,4-b]-pyridin-4-yl)oxy)-phenyl)-2-(4-fluoro-phenyl)-3-oxo-2,3-dihydropyridazine-4-carboxamide FC=1C=C(C=CC1OC1=C2C(=NC=C1)NN=C2NC2CC(C2)OC)NC(=O)C=2C(N(N=CC2)C2=CC=C(C=C2)F)=O